3-[4-[3-(methylaminomethyl)azetidin-1-yl]indolin-1-yl]piperidine-2,6-dione CNCC1CN(C1)C1=C2CCN(C2=CC=C1)C1C(NC(CC1)=O)=O